ClC=1C=C(OCC2=NN=C(O2)S)C=CC1 5-((3-chlorophenoxy)methyl)-1,3,4-oxadiazole-2-thiol